[Cl-].[Cl-].C1(=CC=CC=C1)[SiH](C1=CC=CC=C1)[Zr+2]C1C2=CC=CC=C2C=2C=CC=CC12 diphenylsilyl-(9-fluorenyl)zirconium dichloride